CN1N=C2C(=CC1=O)CNCC2 2-methyl-5,6,7,8-tetrahydropyrido[4,3-c]pyridazin-3(2H)-one